N[C@@H]1C2=CC=CC=C2CC12CCN(CC2)C=2NC(C1=C(N2)NN=C1C1(CC1)C1=C(C(=CC=C1)Cl)Cl)=O (S)-6-(1-amino-1,3-dihydrospiro[indene-2,4'-piperidine]-1'-yl)-3-(1-(2,3-dichlorophenyl)cyclopropyl)-1,5-dihydro-4H-pyrazolo[3,4-d]pyrimidin-4-one